C(#N)C(C(=O)OC(CCCCCC)O)C#N heptanediol dicyanoacetate